C1(=CC=CC=C1)C1=NC(=NC(=N1)C1=CC=CC=C1)C1=CC=C(C=C1)C 2,4-diphenyl-6-(p-tolyl)-1,3,5-triazine